6-(tert-butyl)-10-(2,3-dihydroxypropoxy)-2-oxo-6,7-dihydro-2H-pyrido[2',1':3,4]pyrazino[1,2-b]indazole-3-carboxylic acid C(C)(C)(C)C1N2C(C=3N(N=C4C(=CC=CC34)OCC(CO)O)C1)=CC(C(=C2)C(=O)O)=O